benzophenone O-(2-phenylpropane-2-yl) oxime C1(=CC=CC=C1)C(C)(C)ON=C(C1=CC=CC=C1)C1=CC=CC=C1